CC(C(=O)O)(CS(N)(=O)=O)C ls-2,2-dimethyl-3-sulfamoyl-propionic acid